C(CCC)P(C)(CC)CCCC di-n-butyl-(ethyl)(methyl)phosphine